CC=1N=CC2=CC=C(C=C2C1OC1CN(C1)C)C=1C=NN(C1)C 3-methyl-6-(1-methyl-1H-pyrazol-4-yl)-4-((1-methylazetidin-3-yl)oxy)isoquinoline